CC1=CC=C(C=N1)[C@H]1N(OCC1)C(=O)C1CCN(CC1)C1=NC=NC(=N1)C=1SC=CN1 [(3S)-3-(6-methylpyridin-3-yl)-1,2-oxazolidin-2-yl]-[1-[4-(1,3-thiazol-2-yl)-1,3,5-triazin-2-yl]piperidin-4-yl]methanone